C(#N)C1=CC(=C(C=C1)CCC(=O)O)CN1N=C(N=N1)C 3-[4-cyano-2-[(5-methyltetrazol-2-yl)methyl]phenyl]propanoic acid